C(\C=C/C(=O)[O-])(=O)OC=CCCCCCCCC monodecenyl maleate